ClC1=CC=C(S1)CNC1=CC(=NN1C(C(C)(C)C)=O)C1NCCN(C1)C(CN1CCOCC1)=O 1-(5-{[(5-Chlorothiophen-2-yl)methyl]amino}-3-{4-[2-(morpholin-4-yl)acetyl]piperazin-2-yl}-1H-pyrazol-1-yl)-2,2-dimethylpropan-1-on